gamma-guanidinobutyric acid N(C(=N)N)CCCC(=O)O